FC=1C=C(C=CC1CS(=O)(=O)C)C1=C(NC2=C(C=CC=C12)C(C)OCC1CCNCC1)C(=O)O 3-(3-Fluoro-4-((methylsulfonyl)methyl)phenyl)-7-(1-(piperidin-4-ylmethoxy)ethyl)-1H-indole-2-carboxylic acid